4-[(3R,5S)-3,5-dimethylpiperazin-1-yl]-2-methoxybenzonitrile C[C@@H]1CN(C[C@@H](N1)C)C1=CC(=C(C#N)C=C1)OC